N5,N6-bis(2,3-difluorophenyl)-1-methyl-2-(trifluoromethyl)-imidazo[4,5-b]pyrazine-5,6-diamine FC1=C(C=CC=C1F)NC=1N=C2C(=NC1NC1=C(C(=CC=C1)F)F)N(C(=N2)C(F)(F)F)C